CN1C(=NC2=C(C(=C(C=C2C1=O)C)C)C(C)NC1=C(C(=O)O)C=CC=C1)N1CCOCC1 2-[1-(3,6,7-trimethyl-2-morpholino-4-oxo-quinazolin-8-yl)ethylamino]benzoic acid